1-((3-fluoro-5-methoxy-2',2''-dimethyl-3''-(quinoxalin-5-ylamino)-[1,1':3',1''-terphenyl]-4-yl)methyl)azetidine-3-carboxylic acid FC=1C=C(C=C(C1CN1CC(C1)C(=O)O)OC)C1=C(C(=CC=C1)C1=C(C(=CC=C1)NC1=C2N=CC=NC2=CC=C1)C)C